tetrafluoropropyl methyl carbonate C(OC(CC(F)(F)F)F)(OC)=O